3,3'-diisocyanato-4,4'-dimethyl-N,N'-diphenylurea N(=C=O)N(C(NC1=CC=C(C=C1)C)=O)C1=CC(=C(C=C1)C)N=C=O